ClC=1C(=C(C(=CC1N1CC2(CC2C1)N(C)C)F)S(=O)(=O)NC1=NC(=CC=C1)F)F 3-chloro-4-(1-(dimethylamino)-3-azabicyclo[3.1.0]hexan-3-yl)-2,6-difluoro-N-(6-fluoropyridin-2-yl)benzenesulfonamide